C(=O)=C(CNC(C(F)(F)F)=O)C N-(2-carbonylpropyl)-trifluoroacetamide